(R)-4-(4-((1-(3-(difluoromethyl)-2-fluorophenyl)ethyl)amino)-7-methoxy-2-methylpyrido[2,3-d]pyrimidin-6-yl)-N-(1-methylazetidin-3-yl)piperidine-1-carboxamide FC(C=1C(=C(C=CC1)[C@@H](C)NC=1C2=C(N=C(N1)C)N=C(C(=C2)C2CCN(CC2)C(=O)NC2CN(C2)C)OC)F)F